rac-5,6-difluoro-N-{[4-(1-methyl-1H-pyrazol-3-yl)-2,5-dioxoimidazolidin-4-yl]methyl}-4'-(trifluoromethyl)[biphenyl]-2-carboxamide FC1=CC=C(C(=C1F)C1=CC=C(C=C1)C(F)(F)F)C(=O)NC[C@@]1(NC(NC1=O)=O)C1=NN(C=C1)C |r|